4-bromo-7-methylthiazolo[4,5-c]pyridin-2-amine BrC1=NC=C(C2=C1N=C(S2)N)C